2,3-difluoro-6-methyl-4-(4,4,5,5-tetramethyl-1,3,2-dioxaborolan-2-yl)phenol FC1=C(C(=CC(=C1F)B1OC(C(O1)(C)C)(C)C)C)O